FC1=C(C=C(C(=C1)C)C=1C=NC=C(C1)F)NC(=O)N1C2CC(CC1(C2)C=2OC(=NN2)C)C N-(2-fluoro-5-(5-fluoropyridin-3-yl)-4-methylphenyl)-3-methyl-1-(5-methyl-1,3,4-oxadiazol-2-yl)-6-azabicyclo[3.1.1]heptane-6-carboxamide